benzyl 5-[(diethoxyphosphoryl) methyl]-1-benzothiophene-2-carboxylate C(C)OP(=O)(OCC)CC=1C=CC2=C(C=C(S2)C(=O)OCC2=CC=CC=C2)C1